N-(5-(6-(piperidin-4-yl)pyrazin-2-yl)thiophen-3-yl)pentanamide hydrochloride Cl.N1CCC(CC1)C1=CN=CC(=N1)C1=CC(=CS1)NC(CCCC)=O